tin hydroxyhexanoate OC(C(=O)[O-])CCCC.[Sn+4].OC(C(=O)[O-])CCCC.OC(C(=O)[O-])CCCC.OC(C(=O)[O-])CCCC